N-(2,5-dichloropyrimidin-4-yl)-5-methyl-1-(methylsulfonyl)indolin-7-amine ClC1=NC=C(C(=N1)NC=1C=C(C=C2CCN(C12)S(=O)(=O)C)C)Cl